2-(1-(trifluoromethyl)cyclopropane-1-carboxamido)butanoic acid FC(C1(CC1)C(=O)NC(C(=O)O)CC)(F)F